C(C\C=C/CC)(=O)SCCNC(CCNC([C@@H](C(COP(OP(OC[C@@H]1[C@H]([C@H]([C@@H](O1)N1C=NC=2C(N)=NC=NC12)O)OP(=O)(O)O)(=O)O)(=O)O)(C)C)O)=O)=O cis-3-Hexenoyl-CoA